O1C(=NCC1)CCCCCCC=1OCCN1 1,6-bis(2-oxazolin-2-yl)hexane